4-(4-((3-fluorophenyl)sulfonamido)phenyl)-7H-pyrrolo[2,3-d]pyrimidin FC=1C=C(C=CC1)S(=O)(=O)NC1=CC=C(C=C1)C=1C2=C(N=CN1)NC=C2